5-methoxy-1-methyl-2-(1-methyl-1H-1,3-benzodiazol-2-yl)-6-oxo-1,6-dihydropyrimidine-4-carboxylic acid COC1=C(N=C(N(C1=O)C)C1=NC2=C(N1C)C=CC=C2)C(=O)O